sodium dodecyl aspartate N[C@@H](CC(=O)[O-])C(=O)OCCCCCCCCCCCC.[Na+]